diethyl(3,5-di-t-butyl-4-hydroxybenzyl)phosphonate C(C)OP(OCC)(=O)CC1=CC(=C(C(=C1)C(C)(C)C)O)C(C)(C)C